FC(C(C(F)(F)F)(O)C1=CC=C(C=C1)NC(C1=CC(=CC=C1)C(F)(F)F)=O)(F)F N-(4-(1,1,1,3,3,3-hexafluoro-2-hydroxypropan-2-yl)phenyl)-3-(trifluoromethyl)benzamide